N-(3-(5-cyano-2-methoxyphenyl)-1-(2-morpholino-2-oxoethyl)-1H-pyrazol-4-yl)pyrazolo[1,5-a]pyrimidine-3-carboxamide C(#N)C=1C=CC(=C(C1)C1=NN(C=C1NC(=O)C=1C=NN2C1N=CC=C2)CC(=O)N2CCOCC2)OC